C(=O)(O)CN1CCN(CCN(CCNCC1)CC(=O)O)CC1=[N+](C(=CC=C1)C)[O-] 2-((4,10-bis(carboxymethyl)-1,4,7,10-tetraazacyclododecan-1-yl)methyl)-6-methylpyridine 1-oxide